C(C)(C)(C)OC(=O)N1CC=2C(N(C=3N=CC=CC3C2CC1)CC1=CC(=CC=C1)OC)=O 6-(3-methoxybenzyl)-5-oxo-1,4,5,6-tetrahydropyrido[3,4-C][1,8]naphthyridine-3(2H)-carboxylic acid tert-butyl ester